ClC1=C(C(=CC=C1)Cl)CCC=1C(=C2CCC(C2=CC1)=O)C 5-[2-(2,6-dichlorophenyl)ethyl]-4-methyl-indan-1-one